N-(benzo[d]thiazol-5-ylmethyl)-2-methylcyclohexan-1-amine S1C=NC2=C1C=CC(=C2)CNC2C(CCCC2)C